CN(S(=O)(=O)C=1C=CC=2N(C1)C=CN2)[C@@H](C(F)(F)F)C2=CC=C(C=C2)OC (R)-N-methyl-N-(2,2,2-trifluoro-1-(4-methoxyphenyl)ethyl)imidazo[1,2-a]pyridine-6-sulfonamide